[Zn].[Pb].[F] fluorine lead-zinc